ClC=1C=C(NC2(CCC3([C@H](CC4=CC=CC=C34)C[C@H](COC=3C=NC=CC3)C)CC2)C(=O)O)C=CC1 (1r,2'S,4S)-4-(3-chloroanilino)-2'-{(2R)-2-methyl-3-[(pyridin-3-yl)oxy]propyl}-2',3'-dihydrospiro[cyclohexane-1,1'-indene]-4-carboxylic acid